N-(4-bromobutyl)-5-bromoisatin BrCCCCN1C(=O)C(=O)C2=CC(=CC=C12)Br